ClC1=CC(=C(C=C1)C1=C(C=2N(C(=N1)N)C=NN2)C2=CC(=NC(=C2)C)Cl)F 7-(4-chloro-2-fluorophenyl)-8-(2-chloro-6-methylpyridin-4-yl)-[1,2,4]triazolo[4,3-c]pyrimidin-5-amine